CN(C1=CC2=C(N=C(N=C2)C23CC(C2)(C3)C(=O)N)C=N1)C1CCNCC1 3-(6-(methyl(piperidin-4-yl)amino)pyrido[3,4-d]pyrimidin-2-yl)bicyclo-[1.1.1]pentane-1-carboxamide